tert-butyl (S)-38-amino-1-azido-30,35-dioxo-3,6,9,12,15,18,21,24,27-nonaoxa-31,34-diazanonatriacontan-39-oate N[C@@H](CCC(NCCNC(CCOCCOCCOCCOCCOCCOCCOCCOCCOCCN=[N+]=[N-])=O)=O)C(=O)OC(C)(C)C